(S)-2-amino-N-(1-(8-((1-(1-(hydroxymethyl)cyclopropyl)-1H-1,2,3-triazol-4-yl)ethynyl)-1-oxo-2-phenyl-1,2-dihydroisoquinolin-3-yl)ethyl)pyrazolo[1,5-a]pyrimidine-3-carboxamide NC1=NN2C(N=CC=C2)=C1C(=O)N[C@@H](C)C=1N(C(C2=C(C=CC=C2C1)C#CC=1N=NN(C1)C1(CC1)CO)=O)C1=CC=CC=C1